2,2-dimethylpropyl alcohol CC(CO)(C)C